(S)-(6-(methoxymethyl)pyrazolo[1,5-a]pyridin-3-yl)(4-(5-methylbenzo[d]oxazol-2-yl)-6,7-dihydro-1H-imidazo[4,5-c]pyridin-5(4H)-yl)methanone COCC=1C=CC=2N(C1)N=CC2C(=O)N2[C@@H](C1=C(CC2)NC=N1)C=1OC2=C(N1)C=C(C=C2)C